ClC=1C=C2C(N(C(=NC2=C(C1)F)[C@@H](CCC)N1CCN(CCC1)C)CC)=O (R)-6-chloro-3-ethyl-8-fluoro-2-(1-(4-methyl-1,4-diazepan-1-yl)butyl)quinazolin-4(3H)-one